6-chloro-2-oxoindolin-5-yl-4-guanidinobenzoate hydrochloride Cl.ClC1=C(C=C2CC(NC2=C1)=O)OC(C1=CC=C(C=C1)NC(=N)N)=O